N-(4-amino-1-tetrahydropyran-2-yl-pyrazolo[4,3-c]pyridin-7-yl)-N'-ethyl-N'-[1-[4-(trifluoromethyl)phenyl]ethyl]oxamide NC1=NC=C(C2=C1C=NN2C2OCCCC2)NC(=O)C(=O)N(C(C)C2=CC=C(C=C2)C(F)(F)F)CC